ClC1=C(C=CC=C1COC1=NC(=C(C(=N1)OC)C=O)OC)C1=C(C(=CC=C1)OCCN1CCOCC1)C 2-((2-chloro-2'-methyl-3'-(2-morpholinoethoxy)-[1,1'-biphenyl]-3-yl)methoxy)-4,6-dimethoxypyrimidine-5-carbaldehyde